C(C)(C)(C)OC(=O)NCC#CC1=C(C(=O)O)C=C(C=C1)NC(C[C@H]1C=2N(C3=C(C(=N1)C1=CC=C(C=C1)Cl)C(=C(S3)C)C)C(=NN2)C)=O (S)-2-(3-((tert-butoxycarbonyl)amino)prop-1-yn-1-yl)-5-(2-(4-(4-chlorophenyl)-2,3,9-trimethyl-6H-thieno[3,2-f][1,2,4]triazolo[4,3-a][1,4]diazepin-6-yl)acetamido)benzoic acid